2-chloro-1-(4-methylphenyl)propan-1-one ClC(C(=O)C1=CC=C(C=C1)C)C